[(3S,9aS)-3-(3-Bromoisoxazol-5-yl)-3-hydroxy-1,4,6,7,9,9a-hexahydropyrazino[2,1-c][1,4]oxazin-8-yl]-(2-chloro-3-methoxyphenyl)methanon BrC1=NOC(=C1)[C@@]1(CN2[C@H](CO1)CN(CC2)C(=O)C2=C(C(=CC=C2)OC)Cl)O